C(C(C)C)OC=1C(=NN(C(C1)=O)CC(=O)NC12CC(C1)(C2)C=2OC(=CN2)C)C(C)C 2-(4-isobutoxy-3-isopropyl-6-oxopyridazin-1(6H)-yl)-N-(3-(5-methyloxazol-2-yl)bicyclo[1.1.1]pentan-1-yl)acetamide